6-But-3-enyl-4-[3,4-difluoro-5-(morpholin-4-carbonyl)phenyl]-1H-pyrrolo[2,3-c]pyridin-7-on C(CC=C)N1C(C2=C(C(=C1)C1=CC(=C(C(=C1)C(=O)N1CCOCC1)F)F)C=CN2)=O